BrC=1C=C2CC([C@@H](C2=CC1)N[S@@](=O)C(C)(C)C)(C)C (S)-N-((S)-5-bromo-2,2-dimethyl-2,3-dihydro-1H-inden-1-yl)-2-methylpropan-2-sulfinamide